C(CCCCCCC=C)[Si](C)(C)C 8-nonenyl-trimethylsilane